C12COCC(CC1)N2C=2C=CC=1N(N2)C(=CN1)C#CC=1C=NC=C(C(=O)NC2=CC(=C(C=C2)CN2CCN(CC2)C)C(F)(F)F)C1 5-((6-(3-Oxa-8-azabicyclo[3.2.1]octan-8-yl)imidazo[1,2-b]pyridazin-3-yl)ethynyl)-N-(4-((4-methylpiperazin-1-yl)methyl)-3-(trifluoromethyl)phenyl)nicotinamide